C1(CC1)N1CCN(CC1)C1CCC(CC1)NC(=O)C1=CC2=C(N(N=C2C)CC(C)(C)C)S1 N-((1r,4r)-4-(4-cyclopropylpiperazin-1-yl)-cyclohexyl)-3-meth-yl-1-neopentyl-1H-thieno[2,3-c]pyrazole-5-carboxamide